ClC=1C=C(C=CC1C)NC1=C(C=CC=C1C)C N-(3-chloro-4-methylphenyl)-2,6-dimethyl-aniline